5-chloro-3-fluoro-2-[4-[[(1r,3r)-3-hydroxycyclohexyl]amino]pyrido[3,4-d]pyridazin-1-yl]phenol ClC=1C=C(C(=C(C1)O)C1=C2C(=C(N=N1)N[C@H]1C[C@@H](CCC1)O)C=NC=C2)F